(2S)-4-[8-(2,6-difluorophenyl)-2,3,7,9,12-pentazatricyclo[8.4.0.02,6]tetradeca-1(10),3,5,7,11,13-hexaen-13-yl]-2-methyl-morpholine FC1=C(C(=CC=C1)F)C1=NC2=CC=NN2C=2C=C(N=CC2N1)N1C[C@@H](OCC1)C